FC=1C=NN(C1C1CCNCC1)C1COC1 4-(4-fluoro-1-(oxetan-3-yl)-1H-pyrazol-5-yl)piperidine